N-(4-((5-(4-methoxyphenyl)-1H-pyrazol-3-yl)amino)-3-methylphenyl)methanesulfonamide COC1=CC=C(C=C1)C1=CC(=NN1)NC1=C(C=C(C=C1)NS(=O)(=O)C)C